1H-benzo[d]imidazol-2-yl carbamate C(N)(OC1=NC2=C(N1)C=CC=C2)=O